(M)-4-(cis-2,6-Dimethyl-4-(2-propenoyl)-1-piperazinyl)-6-fluoro-7-(2-fluoro-6-hydroxyphenyl)-1-(4-methyl-2-(2-propanyl)-3-pyridinyl)pyrido[2,3-d]pyrimidin-2(1H)-one C[C@@H]1N([C@@H](CN(C1)C(C=C)=O)C)C=1C2=C(N(C(N1)=O)C=1C(=NC=CC1C)C(C)C)N=C(C(=C2)F)C2=C(C=CC=C2O)F